(2R,4R)-2-(5-(3-cyclopropyl-1-((S)-1,1-Dimethylethylsulfonamido)-1-(pyridin-2-yl)propyl)-2-fluorophenylcarbamoyl)-4-hydroxypyrrolidine-1-carboxylic acid tert-butyl ester C(C)(C)(C)OC(=O)N1[C@H](C[C@H](C1)O)C(NC1=C(C=CC(=C1)C(CCC1CC1)(C1=NC=CC=C1)NS(=O)(=O)C(C)(C)C)F)=O